monohydrogensulphuric acid S(O)(O)(=O)=O